COC(=O)C1(CCCCC1)C1=NC(=NC=C1)Cl.N1=C(N=CC=C1)N1C(=CC2=CC=CC=C12)C 1-(2-pyrimidyl)2-methylindole Methyl-1-(2-chloropyrimidin-4-yl)cyclohexanecarboxylate